6-(tert-butoxy)-hexylmethyl-(2,3,4,5-tetramethyl-cyclopentadienyl)silane C(C)(C)(C)OCCCCCC[SiH](C1C(=C(C(=C1C)C)C)C)C